N1-(3-aminopropyl)-N1-ethylbutan-1,4-diamine NCCCN(CCCCN)CC